tert-butyl 3-(4-((5-chloro-2-fluorophenyl)amino)quinazolin-6-yl)-3-methylazetidine-1-carboxylate ClC=1C=CC(=C(C1)NC1=NC=NC2=CC=C(C=C12)C1(CN(C1)C(=O)OC(C)(C)C)C)F